2,4,5-tris(dimethylaminomethyl)phenol CN(C)CC1=C(C=C(C(=C1)CN(C)C)CN(C)C)O